OC=1NC2=CC=CC=C2C1N=NC(=S)N1CCCC1 N-((2-hydroxy-1H-indol-3-yl)imino)pyrrolidine-1-carbothioamide